2-[[6-[(4-Fluoro-1,3-benzothiazol-2-yl)amino]-4,5-dimethyl-pyridazin-3-yl]amino]thiazole-4-carboxylic acid FC1=CC=CC2=C1N=C(S2)NC2=C(C(=C(N=N2)NC=2SC=C(N2)C(=O)O)C)C